Cl.FC(OC1=CC=C(C=C1)C1=NC2=C(N1CC1=C(OCCCCCC(=O)O)C=CC=C1)C=CC=C2)(F)F 6-(2-((2-(4-(trifluoromethoxy)phenyl)-1H-benzo[d]imidazol-1-yl)methyl)phenoxy)hexanoic acid hydrochloride